N,5-dimethylpyrrolidine CN1CCCC1C